[(2R,3S,4R,5R)-5-[2-cyano-4-[[(1R)-1-(3-fluorophenyl)ethyl]-amino]pyrrolo[2,3-d]-pyrimidin-7-yl]-3,4-dihydroxy-tetrahydro-furan-2-yl]methoxy-methylphosphonic acid C(#N)C=1N=C(C2=C(N1)N(C=C2)[C@H]2[C@@H]([C@@H]([C@H](O2)COCP(O)(O)=O)O)O)N[C@H](C)C2=CC(=CC=C2)F